C1(CC1)C1=CC(=C(C=C1)N(C=1C=C(C(=O)N2CCN(CC2)CC2=NC3=C(N2C[C@H]2OCC2)C=C(C=C3)C(=O)OC)C=CC1)C)C Methyl (S)-2-((4-(3-((4-cyclopropyl-2-methylphenyl)(methyl)amino)benzoyl)piperazin-1-yl)methyl)-1-(oxetan-2-ylmethyl)-1H-benzo[d]imidazole-6-carboxylate